BrC=1C(=C(OCCC(C(=O)C2=CC=C(C=C2)F)F)C(=CC1)C)F 4-(3-bromo-2-fluoro-6-methylphenoxy)-2-fluoro-1-(4-fluorophenyl)butan-1-one